C(C(C)C)C1=CC(=C(C#N)C=C1)N1CC2C(C1)CN(C2)CC=2N=NC=CC2 4-isobutyl-2-[2-(pyridazin-3-ylmethyl)-1,3,3a,4,6,6a-hexahydropyrrolo[3,4-c]pyrrol-5-yl]benzonitrile